C(CCCCCCCCCCC)N(CCCCCCNC(=O)C12CC3(CC(CC(C1)(C3)C(=O)NC(CO)CO)(C2)C(=O)NCCCCCCN(CCCCCCCCCCCC)CCCCCCCCCCCC)C(=O)NCCCCCCN(CCCCCCCCCCCC)CCCCCCCCCCCC)CCCCCCCCCCCC N1,N3,N5-Tris(6-(didodecylamino)hexyl)-N7-(1,3-dihydroxypropan-2-yl)adamantane-1,3,5,7-tetracarboxamide